N-(4-Cyanobenzyl)-1-methyl-6-((1-((2-methyl-1-morpholinopropan-2-yl)sulfonyl)cyclopropyl)methyl)-7-oxo-4,5,6,7-tetrahydro-1H-pyrazolo[3,4-c]pyridine-3-carboxamide C(#N)C1=CC=C(CNC(=O)C2=NN(C=3C(N(CCC32)CC3(CC3)S(=O)(=O)C(CN3CCOCC3)(C)C)=O)C)C=C1